methyl 2-bromomethyl-6-(4-trifluoromethyl-phenyl)-nicotinate BrCC1=C(C(=O)OC)C=CC(=N1)C1=CC=C(C=C1)C(F)(F)F